2-[3,5-dichloro-4-[[3-(4-chloro-3,5-difluoro-phenyl)-4-hydroxy-phenyl]methyl]phenoxy]acetic acid ClC=1C=C(OCC(=O)O)C=C(C1CC1=CC(=C(C=C1)O)C1=CC(=C(C(=C1)F)Cl)F)Cl